cyano-4',5'-dimethoxy-[1,1'-biphenyl]-4-carboxylic acid C(#N)C1=C(C=CC(=C1)C(=O)O)C1=CC=C(C(=C1)OC)OC